[Cl-].C(CC)[N+](CCC)(CCC)CCC Tetrapropyl-Ammonium Chloride